Tricarbon [C-]#C[C+]